FC1=C(C#N)C(=CC(=C1)C1=CC=NC=2N1N=CN2)F 2,6-difluoro-4-{[1,2,4]triazolo[1,5-a]pyrimidin-7-yl}benzonitrile